1-(6-Chloro-5-fluoro-pyrimidin-4-yl)piperidine-4-carboxylic acid ethyl ester C(C)OC(=O)C1CCN(CC1)C1=NC=NC(=C1F)Cl